4-oxo-6-methoxy-3-(2,3-dichlorophenyl)methyl-1(4H)quinolineacetic acid O=C1C(=CN(C2=CC=C(C=C12)OC)CC(=O)O)CC1=C(C(=CC=C1)Cl)Cl